COC(=O)C=1C=2N(C(=CC1)Cl)C=C(N2)C.FC=2C=C(C=CC2)NC(CN(CC(=O)N)C)=O 2-((2-((3-fluorophenyl)amino)-2-oxoethyl)-(methyl)amino)acetamide methyl-5-chloro-2-methyl-imidazo[1,2-a]pyridine-8-carboxylate